ClC1=CN=C(C(=N1)N)C1CC1 6-chloro-3-cyclopropylpyrazin-2-amine